(1R,5S,8s)-N-{5-[3,5-Bis(trifluoromethyl)phenoxy]-1-(propan-2-yl)-1H-1,2,4-triazol-3-yl}-3-(5-methyl-1,3,4-oxadiazol-2-yl)-3-azabicyclo[3.2.1]octan-8-amine FC(C=1C=C(OC2=NC(=NN2C(C)C)NC2[C@H]3CN(C[C@@H]2CC3)C=3OC(=NN3)C)C=C(C1)C(F)(F)F)(F)F